phenyl(4-chloro-2,6-dimethylphenyl) carbamate C(N)(OC1=C(C(=C(C=C1C)Cl)C1=CC=CC=C1)C)=O